C1N(CC12CNC2)C[C@H]2CN(C1=C(O2)C=CC(=C1)C1=CC(=CC(=C1)F)OC(F)F)S(=O)(=O)C1=CC(=CC=C1)C(F)(F)F (S)-2-(2,6-diazaspiro[3.3]hept-2-ylmethyl)-6-(3-(difluoromethoxy)-5-fluorophenyl)-4-((3-(trifluoromethyl)phenyl)sulfonyl)-3,4-dihydro-2H-benzo[b][1,4]oxazine